(S)-2-(2-(tert-butoxy)-2-oxoethyl)-4,5,5-trifluoropent-4-enoic acid C(C)(C)(C)OC(C[C@H](C(=O)O)CC(=C(F)F)F)=O